4-(1-methyl-1H-imidazol-4-yl)-6-(morpholine-4-carbonyl)quinoline-2-carbaldehyde CN1C=NC(=C1)C1=CC(=NC2=CC=C(C=C12)C(=O)N1CCOCC1)C=O